C1(CCCCC1)N1C=C2C(=NN(C(C2=C(C1=O)OC)=O)C)N[C@H](C)C1=C(C(=CC=C1)C(F)F)F (R)-6-cyclohexyl-4-((1-(3-(difluoromethyl)-2-fluorophenyl)ethyl)amino)-8-methoxy-2-methyl-2,6-dihydropyrido[3,4-d]pyridazin-1,7-dione